BrC=1C=C(C=CC1)C1=CC(=NC=N1)C1=CN=C2N1N=C(C=C2)C(F)F 3-[6-(3-bromophenyl)pyrimidin-4-yl]-6-(difluoromethyl)imidazo[1,2-b]Pyridazine